difluoroethyl-cyclopropane FC(CC1CC1)F